C(C)N1C[C@H]2[C@H](OCCN2C2=CC=C(N=N2)C2=C(C=C(C=C2C)C(F)(F)F)O)CC1 2-[6-[(4aS,8aR)-6-ethyl-3,4a,5,7,8,8a-hexahydro-2H-pyrido[4,3-b][1,4]oxazin-4-yl]pyridazin-3-yl]-3-methyl-5-(trifluoromethyl)phenol